6-chloropyridine-2-carbaldehyde ClC1=CC=CC(=N1)C=O